OC1=C(C(=CC=C1)C)N1N=C2C(=N1)C=CC=C2 2-(2'-hydroxy-6'-methylphenyl)benzotriazole